4-(diethylamino)benzaldehyde diphenylhydrazone C1(=CC=CC=C1)N(N=CC1=CC=C(C=C1)N(CC)CC)C1=CC=CC=C1